9-[4-[1-[[2-(2,6-dioxo-3-piperidyl)-1,3-dioxo-isoindolin-4-yl]amino]ethyl]triazol-1-yl]nonanal O=C1NC(CCC1N1C(C2=CC=CC(=C2C1=O)NC(C)C=1N=NN(C1)CCCCCCCCC=O)=O)=O